trans-2,2-dichloro-N-(4-chloro-3-(2-(pyridin-2-yl)hydrazine-1-carbonyl)phenyl)-3-(3,5-dichlorophenyl)cyclopropane-1-carboxamide ClC1([C@H]([C@@H]1C1=CC(=CC(=C1)Cl)Cl)C(=O)NC1=CC(=C(C=C1)Cl)C(=O)NNC1=NC=CC=C1)Cl